ClC=1C=C(C=CC1)N1N=C(C2=C1C(N(CC2)C2=CC1=C(CCCN(C1=O)C)C=C2)=O)C(=O)[O-] 1-(3-chlorophenyl)-6-(2-methyl-1-oxo-4,5-dihydro-3H-2-benzazepin-8-yl)-7-oxo-4,5-dihydropyrazolo[3,4-c]pyridine-3-carboxylate